C(C1=CC=CC=C1)(C1=CC=CC=C1)N1CC(C1)=C([C@H](C)O)C (S)-3-(1-benzhydryl-azetidin-3-ylidene)-butan-2-ol